ethyl 1-[(1R)-1-cyclopentylethyl]-1H-imidazole-4-carboxylate C1(CCCC1)[C@@H](C)N1C=NC(=C1)C(=O)OCC